tert-butyl (S)-4-(6-fluoro-1-(2-isopropyl-4-methylpyridin-3-yl)-7-(2-(methylsulfanyl) pyridin-3-yl)-2-oxo-1,2-dihydropyrido[2,3-d]pyrimidin-4-yl)-3-methylpiperazine-1-carboxylate FC1=CC2=C(N(C(N=C2N2[C@H](CN(CC2)C(=O)OC(C)(C)C)C)=O)C=2C(=NC=CC2C)C(C)C)N=C1C=1C(=NC=CC1)SC